C1(CCCCC1)C1=NC(=CC=2N=C(N(C(C21)=O)C)C)N2C[C@@H](OCC2)C=2C=NN(C2)C 5-cyclohexyl-2,3-dimethyl-7-((2S)-2-(1-methyl-1H-pyrazol-4-yl)-4-morpholinyl)pyrido[4,3-d]pyrimidin-4(3H)-one